[K].C1(CC1)N1C(N(C=2C(C1=O)=C(N(C(C2C)=O)C)NC2=C(C=C(C=C2)I)F)C=2C=C(C=CC2)NS(=O)(=O)C)=O N-{3-[3-cyclopropyl-5-(2-fluoro-4-iodophenylamino)-6,8-dimethyl-2,4,7-trioxo-3,4,6,7-tetrahydro-2H-pyrido[4,3-d]pyrimidin-1-yl]phenyl}methanesulfonamide potassium salt